ClC1=NC=C(C(=N1)NC1C(CCC1)C#N)C 2-[(2-chloro-5-methyl-pyrimidin-4-yl)amino]cyclopentanecarbonitrile